rac-4-((2r,3s,4s,5r)-3-(3,4-difluoro-2-(2-methoxyethoxy)phenyl)-4,5-dimethyl-5-(trifluoromethyl)tetrahydrofuran-2-carboxamido)picolinic acid methyl ester COC(C1=NC=CC(=C1)NC(=O)[C@@H]1O[C@]([C@H]([C@H]1C1=C(C(=C(C=C1)F)F)OCCOC)C)(C(F)(F)F)C)=O |r|